N-methyl-2-morpholinecarboxamide CNC(=O)C1CNCCO1